3,4-Dichlorobenzyl carbamimidothioate hydrochloride Cl.C(N)(=N)SCC1=CC(=C(C=C1)Cl)Cl